ClC=1C=C2C(=C3C1NC(NC31CCCCC1)=O)OC(=N2)CN[C@@H](C(=O)N(C)C)C (2R)-2-({5-chloro-7-oxo-7,8-dihydro-6H-spiro[[1,3]oxazolo[5,4-f]quinazoline-9,1'-cyclohexane]-2-ylmethyl}amino)-N,N-dimethylpropanamide